COP(O)(=O)CN P-(aminomethyl)-phosphonic acid monomethyl ester